FC(C1=CC=C(CN2C(=NC3=C(C2=O)CN(CC3)C(=O)OCC3=CC=CC=C3)NCC)C=C1)(F)F benzyl 3-(4-trifluoromethylbenzyl)-2-ethylamino-4-oxo-3,5,7,8-tetrahydropyrido[4,3-d]pyrimidine-6(4H)-carboxylate